CN1NC(C=C1)=O 1-methyl-1,2-dihydro-3H-pyrazol-3-one